phenyltris(1,1-dimethyl-1-ethynylmethoxy)silane C1(=CC=CC=C1)[Si](OC(C)(C)C#C)(OC(C)(C)C#C)OC(C#C)(C)C